C1(CC1)C=1N=CN(C1)C=1C(=CC(=C(C(=O)NC2=NC(=CC=C2)C2=NN=C(N2C(C)C)C(F)(F)F)C1)F)C 5-(4-cyclopropyl-1H-imidazol-1-yl)-2-fluoro-N-(6-(4-isopropyl-5-(trifluoromethyl)-4H-1,2,4-triazol-3-yl)pyridin-2-yl)-4-methylbenzamide